FC(C(=O)O)(F)F.FC=1C(=CC2=CNN=C2C1)NC(=O)N1CCC=2C1=NC=CC2N2C[C@@H](NCC2)C (S)-N-(6-fluoro-2H-indazol-5-yl)-4-(3-methylpiperazin-1-yl)-2,3-dihydro-1H-pyrrolo[2,3-b]pyridine-1-carboxamide 2,2,2-trifluoroacetate